COC1=CC=C(C=C1)\C=C\C (E)-1-methoxy-4-(1-propenyl)-benzene